OC1=C(C=C(C=C1C(C)(C)C)C)CC1=C(C(=CC(=C1)C)C(C)(C)C)O bis-(2-hydroxy-3-tert-butyl-5-methylphenyl)methane